C(#N)C=1C=C(C(=NC1)[C@@H](C)NC(=O)C1(CC1)N1C(NC2=CC=C(C(=C2C1=O)F)F)=O)F (R)-N-(1-(5-cyano-3-fluoropyridin-2-yl)ethyl)-1-(5,6-difluoro-2,4-dioxo-1,4-dihydroquinazolin-3(2H)-yl)cyclopropane-1-carboxamide